perylene-3,4,9,10-tetracarboxylic acid 3,4:9,10-dianhydride C1=CC2=C3C(=CC=C4C5=CC=C6C=7C(=CC=C(C1=C34)C57)C(=O)OC6=O)C(=O)OC2=O